CC(C)(C)OC(=O)NCCCBr [(3-bromopropyl)amino]methanoic acid-2-methylpropan-2-yl ester